C(C)OC(=O)C=1N=C(N(C(C1OC)=O)C)CBr 2-(bromomethyl)-5-methoxy-1-methyl-6-oxo-1,6-dihydropyrimidine-4-carboxylic acid ethyl ester